3-(((5aR,5bS,7aS,8S,10aS,10bR)-8-hydroxy-5a,7a-dimethyl-5,5a,5b,6,7,7a,8,9,10,10a,10b,11-dodecahydro-4H-cyclopenta[7,8]phenanthro[2,1-d]thiazol-2-yl)amino)benzoic acid O[C@H]1CC[C@@H]2[C@@]1(CC[C@@H]1[C@]3(CCC=4N=C(SC4C3=CC[C@@H]21)NC=2C=C(C(=O)O)C=CC2)C)C